(S)-3-chloro-4-((3,5-difluoropyridin-2-yl)methoxy-d2)-2'-(3-(2-methoxypropan-2-yl)-1H-pyrazol-1-yl)-5',6-dimethyl-2H-[1,4'-bipyridyl]-2-one ClC=1C(N(C(=CC1OC([2H])([2H])C1=NC=C(C=C1F)F)C)C1=CC(=NC=C1C)N1N=C(C=C1)C(C)(C)OC)=O